O.O.[Fe-4](C#N)(C#N)(C#N)(C#N)(C#N)C#N ferrocyanide dihydrate